NC1=NC=CC=C1C1=NC=2C(=NC(=CC2)C2=CC=CC=C2)N1C1=CC=C(C=C1)CC(=O)OC(C)(C)C tert-butyl 2-{4-[2-(2-aminopyridin-3-yl)-5-phenylimidazo[4,5-b]pyridin-3-yl]phenyl}acetate